ClC=1C=C2CN(CC2=CC1C(F)(F)F)C([C@@H](C[C@@]1(C(NC(N1)=O)=O)C1CC1)CO)=O (S)-5-((S)-3-(5-chloro-6-(trifluoromethyl)isoindolin-2-yl)-2-(hydroxymethyl)-3-oxopropyl)-5-cyclopropylimidazolidine-2,4-dione